NC(C)C(CCC)O 2-amino-3-hexanol